2-benziodoxole-1,1,1(3H)-triyl triacetate C(C)(=O)OI1(OCC2=C1C=CC=C2)(OC(C)=O)OC(C)=O